C(C)(=O)O.N([Na])([Na])[Na] Nitrilotrisodium acetate